3-benzyl-1-(trans-4-((5-cyano-4-(1-methyl-1H-benzimidazol-5-yl)pyrimidin-2-yl)amino)cyclohexyl)-1-(4-(1-methyl-1H-pyrazol-4-yl)phenyl)urea C(C1=CC=CC=C1)NC(N(C1=CC=C(C=C1)C=1C=NN(C1)C)[C@@H]1CC[C@H](CC1)NC1=NC=C(C(=N1)C1=CC2=C(N(C=N2)C)C=C1)C#N)=O